C(C)(C)(C)C1=NN=C(O1)C=1C(=CC2=C(N(C([C@H](CS2=O)NC(OC(C)(C)C)=O)=O)CC2=CC=C(C=C2)Cl)C1)F tert-butyl N-[(3R)-7-(5-tert-butyl-1,3,4-oxadiazol-2-yl)-5-[(4-chlorophenyl)methyl]-8-fluoro-1,4-dioxo-2,3-dihydro-1λ4,5-benzothiazepin-3-yl]carbamate